1,2-bis(3-methylbenzyl)quinoline CC=1C=C(CN2C(C=CC3=CC=CC=C23)CC2=CC(=CC=C2)C)C=CC1